3-((1-benzyl-1,2,3,6-tetrahydropyridin-4-yl)oxy)azetidine-1-carboxylic acid tert-butyl ester C(C)(C)(C)OC(=O)N1CC(C1)OC=1CCN(CC1)CC1=CC=CC=C1